(R)-2-(1H-Benzo[d]imidazol-5-yl)-3-(3,4-dimethoxyphenyl)isoindolin-1-on N1C=NC2=C1C=CC(=C2)N2C(C1=CC=CC=C1[C@H]2C2=CC(=C(C=C2)OC)OC)=O